NC1=CC(=C(C=C1)C1=CC=C(C=C1)C1=C(C=C(C=C1)N)C(C)(C)C)C(C)(C)C p-bis(4-amino-tert-butylphenyl)benzene